2-(2-cyanoisoindolin-4-yl)-N-(2-(6-oxopyrimidin-1(6H)-yl)ethyl)benzamide C(#N)N1CC2=CC=CC(=C2C1)C1=C(C(=O)NCCN2C=NC=CC2=O)C=CC=C1